5-chloropyridin-2-yl (3'R)-5',5'-difluoro-3-hydroxy-2-oxo[1,3'-bipiperidine]-1'-carboxylate FC1(C[C@H](CN(C1)C(=O)OC1=NC=C(C=C1)Cl)N1C(C(CCC1)O)=O)F